C(C)(C)C1CCC(CC1)=CCC=O 3-(4-isopropylcyclohexylidene)propanal